CC1=NN2C(N(CCC2)C(CCC(=O)NC2=CC(=NO2)C2=C(C=CC=C2)C)=O)=C1 4-(2-methyl-6,7-dihydropyrazolo[1,5-a]pyrimidin-4(5H)-yl)-4-oxo-N-(3-(o-tolyl)isoxazol-5-yl)butanamide